N1C=CC2=CC=C(C=C12)C1=CC=C(C=2NC=NC21)OC 4-(1H-indol-6-yl)-7-methoxy-1H-1,3-benzodiazol